Cl.O=C1NC(CCC1N1C(C2=CC=CC(=C2C1=O)NCC(=O)O)=O)=O 2-{[2-(2,6-dioxopiperidin-3-yl)-1,3-dioxo-2,3-dihydro-1H-isoindol-4-yl]amino}acetic acid hydrochloride